COC([C@H](N(CC1=CC=CC=C1)CC1=CC=CC=C1)CO)=O Dibenzyl-D-serine methyl ester